5-(3-{[2-(difluoromethoxy)phenyl]methyl}-7-fluoro-2-methylimidazo[1,2-a]pyridin-6-yl)-2-(dimethylphosphoryl)pyrimidine FC(OC1=C(C=CC=C1)CC1=C(N=C2N1C=C(C(=C2)F)C=2C=NC(=NC2)P(=O)(C)C)C)F